BrC1=CC(=C2C(=NC=NC2=C1Cl)O)OC[C@@H]1CN(CCN1)C(=O)OC(C)(C)C Tert-butyl (S)-3-(((7-bromo-8-chloro-4-hydroxyquinazolin-5-yl)oxy)methyl)-piperazine-1-carboxylate